5-difluoromethoxy-1-methyl-3-trifluoromethyl-1H-pyrazol-4-methanol FC(OC1=C(C(=NN1C)C(F)(F)F)CO)F